C[C@@H]1N(CC1)C=1N=C(C2=C(N1)CCC2)C2=CC(=CC=C2)CN2CCCC2 2-[(2S)-2-methylazetidin-1-yl]-4-[3-(pyrrolidin-1-ylmethyl)phenyl]-6,7-dihydro-5H-cyclopenta[d]pyrimidine